C1(CC1)C=1N=NN(C1)[C@H](C(=O)N1[C@@H](C[C@H](C1)O)C(=O)NC1C(C1)(C)C1=CC(=C(C=C1)F)F)C(C)(C)C (2S,4R)-1-[(2S)-2-(4-cyclopropyltriazol-1-yl)-3,3-dimethyl-butanoyl]-N-[2-(3,4-difluorophenyl)-2-methyl-cyclopropyl]-4-hydroxy-pyrrolidine-2-carboxamide